S1N=NC2=C1C(=CC=C2)C2=CC=C(C=C2)[C@H](COC(N)=O)NC(=O)NC=2N=C(SC2)C#C Carbamic acid (R)-2-(4-(benzo[d][1,2,3]thiadiazol-7-yl) phenyl)-2-(3-(2-ethynyl thiazol-4-yl)-ureido)-ethyl ester